ClC=1C(=NC(=NC1)NC1=C(C2=C(N(C(CCC2)=O)CC)C=C1)OC)N[C@H]1[C@H]([C@@H]2C=C[C@H]1C2)C(=O)N (1S,2S,3R,4R)-3-[5-Chloro-2-(1-ethyl-6-methoxy-2-oxo-2,3,4,5-tetrahydro-1H-benzo[b]azepin-7-ylamino)-pyrimidin-4-ylamino]-bicyclo[2.2.1]hept-5-ene-2-carboxylic acid amide